3-bromo-1-(3-chloro-2-pyridinyl)-N-(1,4-dioxo-1,2,3,4-tetrahydrophthalazinyl)-1H-pyrazole-5-carboxamide BrC1=NN(C(=C1)C(=O)NN1C(C2=CC=CC=C2C(N1)=O)=O)C1=NC=CC=C1Cl